BrC1=CC(=NN1C1CCC(CC1)(F)F)N 5-bromo-1-(4,4-difluorocyclohexyl)-1H-pyrazol-3-amine